C1(CC1)C1=NN(C=C1C1=CC2=C(C=N1)C=NN2C)C(=O)OC(C)(C)C tert-butyl 3-cyclopropyl-4-(1-methyl-1H-pyrazolo[4,3-c]pyridin-6-yl)-1H-pyrazole-1-carboxylate